O=C1C(C(C2=CC=CC=C2)(C2=CC=CC=C2)NC(CCCCCCC(=O)N)=O)C=CC=C1 N-(oxotrityl)-octanediamide